2-(4,4-difluoropiperidin-1-yl)-N-(4-(ethylsulfonamido)-2-((1R,5S)-3-azaspiro[bicyclo[3.2.1]octane-8,1'-cyclopropan]-3-yl)phenyl)pyrimidine-4-carboxamide FC1(CCN(CC1)C1=NC=CC(=N1)C(=O)NC1=C(C=C(C=C1)NS(=O)(=O)CC)N1C[C@@H]2CC[C@H](C1)C21CC1)F